ClC1=CC=C(CC2(C(N=C3C=CC=CC3=N2)N)N)C=C1 3-(4-chlorobenzyl)quinoxaline-2,3-diamine